NC(C(F)(F)F)C1CCC2(CN(C2)C(=O)OCC2=CC=CC=C2)CC1 benzyl 7-(1-amino-2,2,2-trifluoroethyl)-2-azaspiro[3.5]nonane-2-carboxylate